BrC1=CC=C2C(=CC=NC2=C1)C(=O)O 7-Bromoquinoline-4-carboxylic acid